[S].[Ge].[Ga].[Sr] strontium gallium germanium sulfur